tert-butyl (S)-4-((R)-1-((4-(N,N-diethylsulfamoyl)phenyl)sulfonyl)piperidine-3-carbonyl)-3-methylpiperazine-1-carboxylate C(C)N(S(=O)(=O)C1=CC=C(C=C1)S(=O)(=O)N1C[C@@H](CCC1)C(=O)N1[C@H](CN(CC1)C(=O)OC(C)(C)C)C)CC